oxathiolin O1SC=CC1